(R)-4-(6-(1-methoxy-2-methylpropan-2-yl)-2-(1H-pyrrolo[2,3-b]pyridin-4-yl)pyrimidin-4-yl)-3-methylmorpholine COCC(C)(C)C1=CC(=NC(=N1)C1=C2C(=NC=C1)NC=C2)N2[C@@H](COCC2)C